(2S)-2-[[(2S,5R)-2-(aminomethyl)-3-methyl-7-oxo-1,6-diazabicyclo[3.2.1]oct-3-en-6-yl] oxy]-2-fluoroacetate NC[C@H]1N2C(N([C@H](C=C1C)C2)O[C@H](C(=O)[O-])F)=O